COC(=O)C1CC(N(CC1)C(=O)C1=NN(C(=C1)C1=CC(=NC=C1F)OC)COCC[Si](C)(C)C)CC ethyl-1-[5-(5-fluoro-2-methoxypyridin-4-yl)-1-[[2-(trimethylsilyl)ethoxy]methyl]pyrazole-3-carbonyl]piperidine-4-carboxylic acid methyl ester